Acroyl-methyl-urea C(=O)(C=C)N(C(=O)N)C